2-[[(1R)-1-(methoxymethyl)-3-methyl-butyl]amino]-1,4-dihydroimidazol-5-one COC[C@@H](CC(C)C)NC=1NC(CN1)=O